ClC1=CC(=C(COC2=CC=CC(=N2)C2CCN(CC2)CC=2N(C(=CN2)C=NO)CC2OCC2)C=C1)F 2-((4-(6-((4-chloro-2-fluorobenzyl)oxy)pyridin-2-yl)piperidin-1-yl)methyl)-1-(oxetan-2-ylmethyl)-1H-imidazole-5-carbaldehyde oxime